FC(COC1CCC(CC1)NC1=NC=C(C=N1)C#N)(F)F (1r,4R)-4-(2,2,2-trifluoroethoxy)cyclohexylaminopyrimidine-5-carbonitrile